2-isopropyl-4,5-xylenol C(C)(C)C1=C(C=C(C(=C1)C)C)O